2-(tert-butyl)-4-chloro-5-(4,4,5,5-tetramethyl-1,3,2-dioxaborolan-2-yl)-2H-indazole C(C)(C)(C)N1N=C2C=CC(=C(C2=C1)Cl)B1OC(C(O1)(C)C)(C)C